[I-].C[NH+]1CCCC1 methylpyrrolidin-1-ium iodide